(S)-N-benzyl-N-[(1S)-2-benzyloxy-1-[(2S)-3,4-dihydro-2H-pyran-2-yl]ethyl]-2-methyl-propane-2-sulfinamide C(C1=CC=CC=C1)N([S@@](=O)C(C)(C)C)[C@@H](COCC1=CC=CC=C1)[C@H]1OC=CCC1